N'-hydroxy-2-((5-(4-(trifluoromethyl)phenyl)oxazol-2-yl)amino)pyrimidine-5-carboximidamide ON=C(N)C=1C=NC(=NC1)NC=1OC(=CN1)C1=CC=C(C=C1)C(F)(F)F